(6S,8S,9R,10S,11S,13S,14S,16R,17R)-6,9-difluoro-11,17-dihydroxy-10,13,16-trimethyl-3-oxo-6,7,8,9,10,11,12,13,14,15,16,17-dodecahydro-3H-cyclopenta[a]phenanthrene-17-carbothioic S-acid F[C@@H]1C2=CC(C=C[C@@]2([C@]2([C@H](C[C@@]3([C@]([C@@H](C[C@H]3[C@@H]2C1)C)(C(S)=O)O)C)O)F)C)=O